NCC(CN1N=CN(C1=O)C1=NC=CC(=C1)C1=CC=C(C=C1)S(=O)(=O)C)=C(F)F 2-[2-(aminomethyl)-3,3-difluoro-allyl]-4-[4-(4-methylsulfonylphenyl)-2-pyridinyl]-1,2,4-triazol-3-one